5-((S)-2,3-diaminopropanamido)-N-((R)-1-(naphthalen-1-yl)ethyl)-2-(pyrrolidin-1-yl)benzamide N[C@H](C(=O)NC=1C=CC(=C(C(=O)N[C@H](C)C2=CC=CC3=CC=CC=C23)C1)N1CCCC1)CN